3-[2-ethyl-4-(7H-pyrrolo[2,3-d]pyrimidin-4-yloxy)phenyl]-4-hydroxy-1-[5-(trifluoromethyl)-3-pyridinyl]-2-imidazolidinone C(C)C1=C(C=CC(=C1)OC=1C2=C(N=CN1)NC=C2)N2C(N(CC2O)C=2C=NC=C(C2)C(F)(F)F)=O